3-butyl-6,6,9-trimethyl-1-{[(2S,3R,4R,5S,6S)-4,5,6-trihydroxy-3-(hydroxymethyl)oxan-2-yl]oxy}-6H,6aH,7H,8H,10aH-benzo[c]isochromene-2-carboxylic acid C(CCC)C=1C(=C(C2=C(OC(C3CCC(=CC23)C)(C)C)C1)O[C@H]1O[C@@H]([C@H]([C@@H]([C@H]1CO)O)O)O)C(=O)O